N-[(1S)-1-(dicyclopropylmethyl)-2-[[1-[(1S)-1-(5-fluoro-2-oxo-1H-pyridin-3-yl)ethyl]pyrazol-4-yl]amino]-2-oxo-ethyl]-4-methyl-1,2,5-oxadiazole-3-carboxamide C1(CC1)C([C@@H](C(=O)NC=1C=NN(C1)[C@@H](C)C=1C(NC=C(C1)F)=O)NC(=O)C1=NON=C1C)C1CC1